7-chloro-6-fluoro-3,3-dimethyl-5-(4-methyl-6-oxo-1,4,5,6-tetrahydropyridazin-3-yl)indolin-2-one ClC=1C(=C(C=C2C(C(NC12)=O)(C)C)C1=NNC(CC1C)=O)F